(S)-3,8-difluoro-6-((R)-1-hydroxy-2-((3aS,5S,6aR)-3a-hydroxy-5-phenoxyhexahydrocyclopenta[c]pyrrol-2(1H)-yl)ethyl)-3,4-dihydroquinolin-2(1H)-one F[C@@H]1C(NC2=C(C=C(C=C2C1)[C@H](CN1C[C@@H]2[C@](C1)(C[C@H](C2)OC2=CC=CC=C2)O)O)F)=O